ClC1=C(C=CC(=C1)CNC1CC(C1)O)N1N=CC(=C1)C1=NC(=NC=C1C#N)NC1CCN(CC1)S(=O)(=O)C 4-(1-(2-Chloro-4-((((1r,3r)-3-hydroxycyclobutyl)amino)methyl)phenyl)-1H-pyrazol-4-yl)-2-((1-(methylsulfonyl)piperidin-4-yl)amino)pyrimidine-5-carbonitrile